ClC1=NC=C2C=C(N=C(C2=C1)N1CC2(C1)CCOCC2)C2=C(C(=CC(=C2Cl)OC)OC)Cl 2-(7-chloro-3-(2,6-dichloro-3,5-dimethoxyphenyl)-2,6-naphthyridin-1-yl)-7-oxa-2-azaspiro[3.5]nonane